C1(CCC1)CN[C@H]1CN(CCC1)C1=NC=C(C=C1)C(C)N1N=NC(=C1)C=1C=NC=C(C1)OC (3R)-N-(cyclobutylmethyl)-1-(5-(1-(4-(5-methoxypyridin-3-yl)-1H-1,2,3-triazol-1-yl)ethyl)pyridin-2-yl)piperidin-3-amine